6-chloro-2-(4,4-dimethylcyclohexen-1-yl)-1-oxido-pyridin-1-ium-3-amine ClC1=CC=C(C(=[N+]1[O-])C1=CCC(CC1)(C)C)N